ClC1=C(C(=O)NCC2=NC=C(C=C2Cl)C(F)(F)F)C(=CC=C1)Cl 2,6-dichloro-N-[[3-chloro-5-(trifluoromethyl)pyridin-2-yl]methyl]benzamide